(1s,4s)-4-(benzyloxy)cyclohexane-1-carboxylic acid methyl ester COC(=O)C1CCC(CC1)OCC1=CC=CC=C1